5-(imidazo[1,2-a]pyrimidin-6-yl)-N-(2-oxaspiro[3.5]nonan-7-yl)-7H-pyrrolo[2,3-d]pyrimidin-2-amine N=1C=CN2C1N=CC(=C2)C2=CNC=1N=C(N=CC12)NC1CCC2(COC2)CC1